FC=1C=CC(=C(C(=O)OC)C1)O Methyl 5-fluoro-2-hydroxybenzoate